FC(OC1=NN(C2=NC=C(C=C21)O)CC2=CC=C(C=C2)OC)F 3-(difluoromethoxy)-1-[(4-methoxyphenyl)methyl]pyrazolo[3,4-b]pyridin-5-ol